ClC=1C=C(NC2(CCC3(C(C(C4=CC=CC=C34)C)C)CC2)C(=O)O)C=CC1 4-(3-chloroanilino)-2',3'-dimethyl-2',3'-dihydrospiro[cyclohexane-1,1'-indene]-4-carboxylic acid